4-(2-bromophenyl)-3-fluoro-2-phenylbenzofuro[3,2-b]pyridine BrC1=C(C=CC=C1)C1=C2C(=NC(=C1F)C1=CC=CC=C1)C1=C(O2)C=CC=C1